ClC1=C(C(=C(CNC(C(C)C)=O)C=C1)F)C=1NC(C=C(N1)C=1SC=C(N1)C)=O N-{4-chloro-2-fluoro-3-[4-(4-methylthiazol-2-yl)-6-oxo-1,6-dihydropyrimidin-2-yl]benzyl}isobutyramide